COC1=C(C=CC=C1C1=NN(C=N1)C)NC1=NC(=NC=C1C(=O)NC)NC1=CC=C(C=C1)N1CCOCC1 4-((2-methoxy-3-(1-methyl-1H-1,2,4-triazol-3-yl)phenyl)amino)-N-methyl-2-((4-morpholinophenyl)amino)pyrimidine-5-carboxamide